THIOCARBOXAMIDE C(=S)N